OC=1C(=C(C2=CC=CC=C2C1)C(=O)O)O dihydroxynaphthalenecarboxylic acid